4-methyl-6-(3-(((3s,5r)-3-methyl-5-(4-methyl-1-oxo-1,3-dihydroisobenzofuran-5-yl)piperazin-1-yl)methyl)-1H-1,2,4-triazol-1-yl)pyridine-3-carbonitrile CC1=C(C=NC(=C1)N1N=C(N=C1)CN1C[C@@H](N[C@@H](C1)C=1C(=C2COC(C2=CC1)=O)C)C)C#N